CN1C(=NN=C1)C1CCN(CC1)S(=O)(=O)C1=CC=C(N)C=C1 4-((4-(4-methyl-4H-1,2,4-triazole-3-yl)piperidine-1-yl)sulfonyl)aniline